[4-(3,6-dimethyl-7H-carbazole-9-yl)phenyl]phosphoric acid CC=1C=CC=2N(C3=CCC(C=C3C2C1)C)C1=CC=C(C=C1)OP(O)(O)=O